The molecule is a triterpenoid saponin with an arborinane-type terpenoid as the aglycone. It has been isolated from the roots of Rubia yunnanensis. It has a role as a plant metabolite. It is a beta-D-glucoside, a diol, an aldehyde, a disaccharide derivative, a pentacyclic triterpenoid and a triterpenoid saponin. CC(C)[C@@H]1C[C@H]([C@H]2[C@]1(CC[C@@]3([C@@]2(CC=C4[C@H]3[C@H](C[C@@H]5[C@@]4(CC[C@@H](C5(C)C)O[C@H]6[C@@H]([C@H]([C@@H]([C@H](O6)CO[C@H]7[C@@H]([C@H]([C@@H]([C@H](O7)CO)O)O)O)O)O)O)C)O)C)C)C=O)O